(4-((4-amino-7-bromo-2-(ethoxymethyl)-1H-imidazo[4,5-C]quinolin-1-yl)methyl)phenyl)methanol NC1=NC=2C=C(C=CC2C2=C1N=C(N2CC2=CC=C(C=C2)CO)COCC)Br